FC=1C=C(C=C(C1)F)N1N=C2C(C(N(CC2)C=2C=C(C=NC2)CC(=O)O)=O)=C1 2-(5-(2-(3,5-difluorophenyl)-4-oxo-2,4,6,7-tetrahydro-5H-pyrazolo[4,3-c]pyridin-5-yl)pyridin-3-yl)acetic acid